BrC=1C=C2C(N(C(C2=C(C1)F)(C1=CC=C(C=C1)Cl)OC[C@@H](C(=O)O)C)CC1=NC=C(C=C1)Cl)=O (2S)-3-{[5-bromo-1-(4-chlorophenyl)-2-[(5-chloropyridin-2-yl)methyl]-7-fluoro-3-oxo-2,3-dihydro-1H-isoindol-1-yl]oxy}-2-methylpropionic acid